Benzyl 4-(2-hydroxyethoxy)piperazine-1-carboxylate OCCON1CCN(CC1)C(=O)OCC1=CC=CC=C1